2-amino-9-((2S,4R,5S)-5-ethynyl-4-hydroxy-5-(hydroxymethyl)tetrahydrofuran-2-yl)-1H-purin-6(9H)-one NC=1NC(C=2N=CN(C2N1)[C@H]1O[C@]([C@@H](C1)O)(CO)C#C)=O